tripropyleneglycol monobutyl ether C(CCC)OC(C)COC(C)COC(C)CO